C(C)OC(=O)C1=C(C=C(C=C1)NC=1SC=C(N1)C1=CC=C(C=C1)NC(CC[P+](C1=CC=CC=C1)(C1=CC=CC=C1)C1=CC=CC=C1)=O)O (3-((4-(2-((4-(ethoxycarbonyl)-3-hydroxyphenyl)amino)thiazol-4-yl)phenyl)amino)-3-oxopropyl)triphenylphosphonium